C(C)(C)(C)NC1C(N(CC1)C=1N=NC(=CC1)C1=CC2=C(N=C(O2)C)C=C1OCOC)=O 3-(tert-butylamino)-1-{6-[5-(methoxymethoxy)-2-methyl-1,3-benzoxazol-6-yl]pyridazin-3-yl}pyrrolidin-2-one